FC1=C(C=CC(=C1)F)C(C(C1=NC=C(C=C1)C#CC1=CC=C(C=C1)OCCO)(F)F)(CN1N=CN=C1)O 2-(2,4-difluorophenyl)-1,1-difluoro-1-(5-((4-(2-hydroxyethoxy)phenyl)ethynyl)pyridin-2-yl)-3-(1H-1,2,4-triazol-1-yl)propan-2-ol